1-heneicosanoyl-2-(9Z-hexadecenoyl)-glycero-3-phospho-(1'-sn-glycerol) CCCCCCCCCCCCCCCCCCCCC(=O)OC[C@H](COP(=O)(O)OC[C@H](CO)O)OC(=O)CCCCCCC/C=C\CCCCCC